BrC1=CC=C(C=C1)NC(=O)[C@H]1N(CC[C@@H]1O)C1=NC(=CC(=C1C#N)C(F)(F)F)C (2S,3S)-N-(4-bromophenyl)-1-[3-cyano-6-methyl-4-(trifluoromethyl)-2-pyridyl]-3-hydroxy-pyrrolidine-2-carboxamide